methyl (3R,4S)-4-((tert-butoxycarbonyl) amino)-3-hydroxycyclopent-1-ene-1-carboxylate C(C)(C)(C)OC(=O)N[C@@H]1[C@@H](C=C(C1)C(=O)OC)O